4-[6-(6-ethynyl-2,4-dimethylpyridin-3-yl)-4,7-dimethyl-7H-pyrrolo[2,3-d]pyrimidin-5-yl]cyclohex-3-ene-1-carboxylic acid C(#C)C1=CC(=C(C(=N1)C)C1=C(C2=C(N=CN=C2C)N1C)C1=CCC(CC1)C(=O)O)C